COC(COC1=NC=CC=C1SC1=C(C=C(C(=C1)N1C(N(C(=CC1=O)C(F)(F)F)N)=O)F)Cl)=O Methyl-{[3-({5-[3-amino-2,6-dioxo-4-(trifluoromethyl)-3,6-dihydropyrimidin-1(2H)-yl]-2-chloro-4-fluorophenyl}sulfanyl)pyridin-2-yl]oxy}acetat